N-(3-(2-(difluoromethoxy)acetamido)-2,4-difluorophenyl)benzamide tert-butyl-(2R,3S,4S)-3-(acetyloxy)-2-[(4-ethynylphenyl)methyl]-4-hydroxypyrrolidine-1-carboxylate C(C)(C)(C)OC(=O)N1[C@@H]([C@@H]([C@H](C1)O)OC(C)=O)CC1=CC=C(C=C1)C#C.FC(OCC(=O)NC=1C(=C(C=CC1F)NC(C1=CC=CC=C1)=O)F)F